OC1CCN(CC1)C1=CC=C(S1)\C=C/1\C(=NOC1=O)C1=CC=CC=C1 (Z)-4-((5-(4-hydroxypiperidin-1-yl)thiophen-2-yl)methylene)-3-phenylisoxazol-5(4H)-one